CC(CC)(C)C 3,3-Dimethylbutane